6-(1H-indazole-6-yl)-3-methyl-N-(m-tolyl)pyridineamide N1N=CC2=CC=C(C=C12)C1=CC=C(C(=N1)C(=O)NC=1C=C(C=CC1)C)C